[(1R,2S,4R)-4-{[5-({4-[(S)-(3-chlorophenyl)(dimethylamino)methyl]-2-thienyl}carbonyl)pyrimidin-4-yl]amino}-2-hydroxycyclopentyl]methyl sulfamate S(N)(OC[C@@H]1[C@H](C[C@@H](C1)NC1=NC=NC=C1C(=O)C=1SC=C(C1)[C@@H](N(C)C)C1=CC(=CC=C1)Cl)O)(=O)=O